(S)-N'-((3,3-dimethyl-1,2,3,5,6,7-hexahydro-dicyclopenta[b,e]pyridin-8-yl)carbamoyl)-2-(2-hydroxypropan-2-yl)thiazole-5-sulfonimidamide CC1(CCC=2C1=NC1=C(C2NC(=O)N=[S@@](=O)(N)C2=CN=C(S2)C(C)(C)O)CCC1)C